CYCLOHEPTYL CYCLOHEXANECARBOXYLATE C1(CCCCC1)C(=O)OC1CCCCCC1